4-amino(1-carboxymethyl)piperidine NC1CCN(CC1)CC(=O)O